1-[2-(1-oxo-isoindolin-2-yl)acetyl]piperidine-4-carboxylic acid methyl ester COC(=O)C1CCN(CC1)C(CN1C(C2=CC=CC=C2C1)=O)=O